ClC=1C=C(C=CC1)[C@@H]1[C@H](C1)C(=O)NC1=NC=NC(=C1)NCC=1N=C2N(C=C(C=C2N2C(N(CC2)C)=O)C2CC2)C1 (1S,2S)-2-(3-chlorophenyl)-N-(6-(((6-cyclopropyl-8-(3-methyl-2-oxoimidazolidin-1-yl)imidazo[1,2-a]pyridin-2-yl)methyl)amino)pyrimidin-4-yl)cyclopropane-1-carboxamide